8-(3,5-dichlorophenyl)-4-oxo-1,4-dihydro-1,5-naphthyridine-3-carboxylic acid ethyl ester C(C)OC(=O)C1=CNC2=C(C=CN=C2C1=O)C1=CC(=CC(=C1)Cl)Cl